6-chloro-4-(1,4-dimethyl-1H-pyrazol-5-yl)-3-fluoro-N-(1-{[2-(trimethylsilyl)ethoxy]methyl}-1H-pyrazol-5-yl)pyridin-2-amine ClC1=CC(=C(C(=N1)NC1=CC=NN1COCC[Si](C)(C)C)F)C1=C(C=NN1C)C